triethyl-(6-methoxydibenzo[b,d]furan-4-yl)silane C(C)[Si](C1=CC=CC2=C1OC1=C2C=CC=C1OC)(CC)CC